N-[7-[3-(5-diethoxyphosphoryl-2-furyl)-4-(2-isopropoxyethoxy)phenyl]-1,3-benzothiazol-2-yl]cyclopropanecarboxamide C(C)OP(=O)(OCC)C1=CC=C(O1)C=1C=C(C=CC1OCCOC(C)C)C1=CC=CC=2N=C(SC21)NC(=O)C2CC2